C(CCCCCCCC)C1=NOC(=N1)CC(C(=O)O)=C 2-((3-nonyl-1,2,4-oxadiazol-5-yl)methyl)acrylic acid